4-(3-((5-((1r,4r,7r)-7-amino-2-azabicyclo[2.2.1]heptane-2-carbonyl)-2-(1-(cyclopropylmethyl)-1H-indol-2-yl)-7-fluoro-1H-benzo[d]imidazol-1-yl)methyl)azetidine-1-carbonyl)benzonitrile N[C@H]1[C@@H]2N(C[C@H]1CC2)C(=O)C2=CC1=C(N(C(=N1)C=1N(C3=CC=CC=C3C1)CC1CC1)CC1CN(C1)C(=O)C1=CC=C(C#N)C=C1)C(=C2)F